ClC=1C=C(C=CC1)C1(CC1)O 1-(3-Chlorophenyl)cyclopropan-1-ol